1-[(1-benzylpiperidin-4-yl)methyl]-3-phenyl-1,2-dihydropyridin-2-one hydrochloride Cl.C(C1=CC=CC=C1)N1CCC(CC1)CN1C(C(=CC=C1)C1=CC=CC=C1)=O